N-((ethyl(methyl)amino)(oxo)((trifluoromethyl)sulfonamido)-λ6-sulfaneylidene)-1,1,1-trifluoromethanesulfonamide C(C)N(C)S(=NS(=O)(=O)C(F)(F)F)(NS(=O)(=O)C(F)(F)F)=O